4-methoxy-7-(methylsulfonyl)-2-(4-(trifluoromethyl)phenyl)quinoline COC1=CC(=NC2=CC(=CC=C12)S(=O)(=O)C)C1=CC=C(C=C1)C(F)(F)F